6-methoxy-N-methylaminoethyl-Benzofuran COC1=CC2=C(C=C(O2)CCNC)C=C1